O=C(C)NCCNC(CCOCCOCCC)=O 2,7-dioxo-10,13-dioxa-3,6-diazahexadecane